C(C)OC(CCNC(=O)NC1(C(CC(CC1)OC)CO)C1=CC(=C(C=C1)CCC(C)(C)C)Cl)=O 3-(3-{1-[3-chloro-4-(3,3-dimethyl-butyl)phenyl]-2-hydroxymethyl-4-methoxy-cyclohexyl}ureido)propanoic acid ethyl ester